Diphenyl-silyl-bis(4,7-dimethylindenyl)zirconium dichloride [Cl-].[Cl-].C1(=CC=CC=C1)[SiH]([Zr+2](C1C=CC2=C(C=CC(=C12)C)C)C1C=CC2=C(C=CC(=C12)C)C)C1=CC=CC=C1